C(C)OC=1C=C(C=C(C1)C1(COC1)CC1=NN=CN1C)N1C(C2=CC(=CC(=C2C1)C(F)(F)F)[C@@H](C)N1C[C@H](CC1)F)=O 2-(3-ethoxy-5-(3-((4-methyl-4H-1,2,4-triazol-3-yl)methyl)oxetan-3-yl)phenyl)-6-((R)-1-((S)-3-fluoropyrrolidin-1-yl)ethyl)-4-(trifluoromethyl)isoindolin-1-one